FCCCN1CC(C1)=CC1=CC=C(C=C1)C1=C(CCCC2=C1C=CC(=C2)C(=O)O)C2=C(C=CC=C2)C 9-(4-((1-(3-fluoropropyl)azetidin-3-ylidene)methyl)phenyl)-8-(o-tolyl)-6,7-dihydro-5H-benzo[7]annulene-3-carboxylic acid